6-chloro-5-((1S,2R)-2-methylcyclopropyl)-1-((2-(trimethylsilyl)ethoxy)methyl)-1H-indazol-4-ol ClC=1C(=C(C=2C=NN(C2C1)COCC[Si](C)(C)C)O)[C@@H]1[C@@H](C1)C